methyl 2-(5-bromo-6-hydroxypyridin-3-yl)-2-methylpropanoate BrC=1C=C(C=NC1O)C(C(=O)OC)(C)C